(R)-N-((S)-1-(5-((R)-amino(cyclopropyl)methyl)-1-((2-(trimethylsilyl)ethoxy)methyl)-1H-benzo[d]imidazol-2-yl)-2-(6,6-difluorospiro[3.3]heptan-2-yl)ethyl)-2-methylpropane-2-sulfinamide N[C@@H](C1=CC2=C(N(C(=N2)[C@H](CC2CC3(C2)CC(C3)(F)F)N[S@](=O)C(C)(C)C)COCC[Si](C)(C)C)C=C1)C1CC1